COC(C1CCN(CC1)C1=CC=C(C=C1)C1C=2C=CC(=CC2CCC1C(C)C)O)OC 5-(4-(4-(dimethoxymethyl)piperidin-1-yl)phenyl)-6-isopropyl-5,6,7,8-tetrahydronaphthalen-2-ol